methyl-1-adamantylmethylamine hydrochloride Cl.CNCC12CC3CC(CC(C1)C3)C2